NC1=CC=C(C=2C(C3=C(C=CC(=C3C(C12)=O)N)N)=O)N 1,4,5,8-Tetraaminoanthraquinone